N-(3-bromo-5-fluoro-4-methoxyphenyl)acetamide racemic-tert-butyl-(4R)-2,2-dimethyl-4-[(1R)-3-methyl-1-(2-oxoethyl)butyl]oxazolidine-3-carboxylate C(C)(C)(C)OC(=O)N1C(OC[C@H]1[C@H](CC(C)C)CC=O)(C)C.BrC=1C=C(C=C(C1OC)F)NC(C)=O |r|